2'-chloro-3'-fluoro-N-(5-(1-fluorocyclopropyl)-1,3,4-thiadiazol-2-yl)-5'-methoxy-6-methyl-(4,4'-bipyridine)-3-carboxamide ClC1=NC=C(C(=C1F)C1=C(C=NC(=C1)C)C(=O)NC=1SC(=NN1)C1(CC1)F)OC